(R)-(7-fluoro-2-methyl-4-((1-(2-methyl-3-(trifluoromethyl)phenyl)ethyl)amino)quinazolin-6-yl)dimethylphosphine oxide FC1=C(C=C2C(=NC(=NC2=C1)C)N[C@H](C)C1=C(C(=CC=C1)C(F)(F)F)C)P(C)(C)=O